6-(azidomethyl)nicotinamide N(=[N+]=[N-])CC1=NC=C(C(=O)N)C=C1